6-bromo-4-(2,2,2-trifluoroethoxy)quinoline BrC=1C=C2C(=CC=NC2=CC1)OCC(F)(F)F